(S)-2,3-Bis((8-(heptadecan-9-yloxy)-8-oxooctanoyl)oxy)propyl (2-(trimethylammonio)ethyl) phosphate P(=O)(OC[C@H](COC(CCCCCCC(OC(CCCCCCCC)CCCCCCCC)=O)=O)OC(CCCCCCC(=O)OC(CCCCCCCC)CCCCCCCC)=O)(OCC[N+](C)(C)C)[O-]